(S)-3-(2-furyl)-1-isopropyl-1,2,3,4-tetrahydroquinoxaline O1C(=CC=C1)[C@@H]1CN(C2=CC=CC=C2N1)C(C)C